N-(4b-hydroxy-7-isopropyl-4-nitro-10-oxo-4b,10-dihydro-9bH-indeno[1,2-b]benzofuran-9b-yl)-2-oxopentanamide OC12OC3=C(C1(C(C1=CC=CC(=C12)[N+](=O)[O-])=O)NC(C(CCC)=O)=O)C=CC(=C3)C(C)C